4-[4-Bromo-6-(4-chloro-2,6-dimethyl-benzyl)-3-hydroxy-pyridin-2-yl]-4-oxo-butyric acid ethyl ester C(C)OC(CCC(=O)C1=NC(=CC(=C1O)Br)CC1=C(C=C(C=C1C)Cl)C)=O